2-(2-((2-(5-(2,3-dihydrobenzo[b][1,4]dioxin-6-yl)-1H-benzo[d]imidazol-2-yl)ethyl)amino)ethyl)-N-((3-fluoropyridin-2-yl)methyl)oxazole-4-carboxamide O1C2=C(OCC1)C=C(C=C2)C2=CC1=C(NC(=N1)CCNCCC=1OC=C(N1)C(=O)NCC1=NC=CC=C1F)C=C2